ClC=1C=CC(=C(C1)C1=CC(N(C=C1OC)CC(=O)OC\C=C\C)=O)C#N (2E)-But-2-en-1-yl [4-(5-chloro-2-cyanophenyl)-5-methoxy-2-oxopyridin-1(2H)-yl]acetate